C(=O)O.C[C@H](CC)NC1=NC=2C=C(C(=CC2C2=C1CCC2)OC)OCCCN2CCCC2 N-[(2R)-butan-2-yl]-8-methoxy-7-[3-(pyrrolidin-1-yl)propoxy]-1H,2H,3H-cyclopenta[c]quinolin-4-amine formate